COCC12CC(C1)(C2)N2N=C1N=C(C=NC1=C2)C2=C(C=C(C=C2C)C(F)(F)F)O 2-[2-[3-(methoxymethyl)-1-bicyclo[1.1.1]pentanyl]pyrazolo[3,4-b]pyrazin-6-yl]-3-methyl-5-(trifluoromethyl)phenol